2-(4-acryloyl-1-(6-fluoro-7-(2-fluoro-6-hydroxyphenyl)-1-(2-(methylsulfonyl)phenyl)-2-oxo-1,2-dihydropyridino[2,3-d]pyrimidin-4-yl)piperazin-2-yl)acetamide C(C=C)(=O)N1CC(N(CC1)C=1C2=C(N(C(N1)=O)C1=C(C=CC=C1)S(=O)(=O)C)N=C(C(=C2)F)C2=C(C=CC=C2O)F)CC(=O)N